N-(7-(5-(6-ethoxy-1H-pyrazolo[3',4':3,4]pyrazolo[1,5-a]pyridin-4-yl)pyridin-2-yl)-4,7-diazaspiro[2.5]octan-4-yl)-2-chloro-6-fluorobenzamide C(C)OC=1C=C(C=2N(C1)N=C1C2C=NN1)C=1C=CC(=NC1)N1CCN(C2(CC2)C1)NC(C1=C(C=CC=C1F)Cl)=O